N,N-di(2,3-epoxypropyl)isopropylamine C(C1CO1)N(CC1CO1)C(C)C